2,6-dimethoxy-4-[7-(1-methylpyrazol-4-yl)imidazo[1,2-a]pyridine-3-yl]-N'-propanoylbenzohydrazide COC1=C(C(=O)NNC(CC)=O)C(=CC(=C1)C1=CN=C2N1C=CC(=C2)C=2C=NN(C2)C)OC